F[C@H](C[C@H](C)NC(OC(C)(C)C)=O)CI tert-butyl N-[(1S,3R)-3-fluoro-4-iodo-1-methyl-butyl]carbamate